NC1=NC=CC(=C1)C=1OC=C(N1)C(=O)NC=1C(=CC2=C(CC(O2)(C)C)C1)F 2-(2-Aminopyridin-4-yl)-N-(6-fluoro-2,2-dimethyl-2,3-dihydrobenzofuran-5-yl)oxazole-4-carboxamide